tetrolate C(C#CC)(=O)[O-]